C(C)C(C=CC(=O)O)=CCCC 4-ethyloct-2,4-dienoic acid